N1=NN=C(C=C1)C1=C(C=CC=C1)C1=CC=CC=C1 (triazinyl)biphenyl